C(C1=CC=CC=C1)(C1=CC=CC=C1)N1CCC(CC1)N1CC=2C=CC=NC2CC1 6-(1-benzhydryl-piperidin-4-yl)-5,6,7,8-tetrahydro-1,6-naphthyridine